ClC1=C(C(=CC(=C1)F)Cl)N1N=C(C(=N1)C(=O)N)NC1=CC=C(C=C1)C(=O)N1CCS(CC1)(=O)=O 2-(2,6-dichloro-4-fluorophenyl)-5-((4-(1,1-dioxidothiomorpholine-4-carbonyl)phenyl)amino)-2H-1,2,3-triazole-4-carboxamide